2-Bromo-3-(4-methylthiazol-5-yl)-6-(3-phenylpropoxy)-1H-inden-1-one BrC=1C(C2=CC(=CC=C2C1C1=C(N=CS1)C)OCCCC1=CC=CC=C1)=O